CN(CCN(CCN(C)C)CCN(C)C)C.[Cu+2] copper (II) tri(2-dimethylaminoethyl)amine